CN(C)CC1CCNCC1 4-dimethylaminomethyl-piperidin